COC1=CC=C(CN2C(N(CC23CCC(CC3)(C3=CC=CC=C3)NC)C=3C=NC(=NC3)C(F)(F)F)=O)C=C1 1-(4-methoxybenzyl)-8-(methylamino)-8-phenyl-3-(2-(trifluoromethyl)pyrimidin-5-yl)-1,3-diazaspiro[4.5]decan-2-one